(2,3,6-trimethoxypyridin-4-yl)methanol COC1=NC(=CC(=C1OC)CO)OC